2-acryloylthio-n-butylthio-5-isopropylthio-1,3,4-thiadiazole C(C=C)(=O)SC(CSC=1SC(=NN1)SC(C)C)CC